C(C1=CC=CC=C1)OCCC(CC=CCCCCCC)O 1-(benzyloxy)dodec-5-en-3-ol